bromo-2-chloro-1,1'-biphenyl BrC=1C(=C(C=CC1)C1=CC=CC=C1)Cl